C(C)(C)(C)OC(=O)[C@H]1N(C[C@@H](C1)O)C([C@@H](C(C)C)C1=CC(=NO1)N1CCC(CC1)C(OC)OC)=O (2S,4R)-1-[(2S)-2-[3-[4-(dimethoxymethyl)-1-piperidinyl]isoxazol-5-yl]-3-methyl-butyryl]-4-hydroxy-pyrrolidine-2-carboxylic acid tert-butyl ester